(1R,3R)-1-(2,6-difluoro-4-((1-propylazetidin-3-yl)oxy)phenyl)-2-(2-fluoro-2-methylpropyl)-3-methyl-2,3,4,9-tetrahydro-1H-pyrido[3,4-b]indole FC1=C(C(=CC(=C1)OC1CN(C1)CCC)F)[C@H]1N([C@@H](CC2=C1NC1=CC=CC=C21)C)CC(C)(C)F